C(C)OC(=O)C=1C=NN(C1CC1=C(C=CC(=C1)Br)Cl)S(N(C)C)(=O)=O 5-(5-bromo-2-chlorobenzyl)-1-(N,N-dimethylsulfamoyl)-1H-pyrazole-4-carboxylic acid ethyl ester